O=S1(CCC(CC1)C1=CC2=C(N=CN=C2N[C@H](C)C=2C(=C(C=CC2)C(C2CCN(CC2)C(=O)OC(C)(C)C)(F)F)F)NC1=O)=O tert-butyl (R)-4-((3-(1-((6-(1,1-dioxidotetrahydro-2H-thiopyran-4-yl)-7-oxo-7,8-dihydropyrido[2,3-d]pyrimidin-4-yl)amino)ethyl)-2-fluorophenyl)difluoromethyl)-piperidine-1-carboxylate